3-((2,3-dichlorophenyl)sulphonylamino)-2,5,6-trifluorobenzoic acid ClC1=C(C=CC=C1Cl)S(=O)(=O)NC=1C(=C(C(=O)O)C(=C(C1)F)F)F